C(C)N(C1=CC(=CC=C1)C)CCCS(=O)(=O)O N-ethyl-N-sulfopropyl-3-methyl-Aniline